6-chloro-N-ethoxyl-4-((2-(N-Methylmethylsulfonamido)-4-morpholinophenyl)amino)nicotinamide ClC1=NC=C(C(=O)NOCC)C(=C1)NC1=C(C=C(C=C1)N1CCOCC1)N(S(=O)(=O)C)C